(1s,4s)-4-amino-1-methylcyclohexan-1-ol NC1CCC(CC1)(O)C